N-ethyl-2'-(1H-pyrrolo[2,3-b]pyridin-5-yl)-5',6'-dihydrospiro[azetidine-3,4'-pyrrolo[1,2-b]pyrazole]-1-carboxamide C(C)NC(=O)N1CC2(CCN3N=C(C=C32)C=3C=C2C(=NC3)NC=C2)C1